2,4-di-tert-amyl-phenol C(C)(C)(CC)C1=C(C=CC(=C1)C(C)(C)CC)O